CC=1C=C(C=CC1)N(C1=CC=CC=C1)C1=C(C(=C(C=C1)N(C1=CC=CC=C1)C1=CC=CC=C1)N(C1=CC(=CC=C1)C)C1=CC=CC=C1)N(C1=CC(=CC=C1)C)C1=CC=CC=C1 tris[3-methylphenyl-(phenyl)amino]triphenylamine